4-methyl-6-oxo-1-phenyl-1,6-dihydropyridazine-3-carboxylic acid CC=1C(=NN(C(C1)=O)C1=CC=CC=C1)C(=O)O